3,3-dimethylbutanaldehyde CC(CC=O)(C)C